N-((2S,3S)-4,4-difluoro-3-hydroxy-1-(hydroxyamino)-3-methyl-1-oxobutan-2-yl)-4-((4-((1,1-dioxidotetrahydro-2H-thiopyran-4-yl)oxy)phenyl)ethynyl)benzamide FC([C@@]([C@@H](C(=O)NO)NC(C1=CC=C(C=C1)C#CC1=CC=C(C=C1)OC1CCS(CC1)(=O)=O)=O)(C)O)F